FC=1C=C(C=C(C1CNC(C)C)OC)C=1C(=C(C=CC1)C1=C(C(=CC=C1)NC(=O)C=1C(N(C(NC1)=O)C)=O)C)C N-(3''-fluoro-4''-((isopropylamino)-methyl)-5''-methoxy-2,2'-dimethyl-[1,1':3',1''-terphenyl]-3-yl)-3-methyl-2,4-dioxo-1,2,3,4-tetrahydropyrimidine-5-carboxamide